C(C)(C)(C)N1N=C(C=C1C1OCC(C1)(OC)OC)N 1-(tert-butyl)-5-(4,4-dimethoxytetrahydrofuran-2-yl)-1H-pyrazol-3-amine